2-hydroxy-3-cyanobenzene boron [B].OC1=CC=CC=C1C#N